C(C)N(C1=CC=C2C(=CC(OC2=C1)=O)C(CO)O)CC 7-diethylamino-4-(1,2-dihydroxyethyl)coumarin